COC([C@@H](CC1=CC(=C(C(=C1)F)O)Cl)N)=O (2R)-2-amino-3-(3-chloro-5-fluoro-4-hydroxyphenyl)propionic acid methyl ester